C[C@H]1CC[C@@H](N(C1)C(C(=O)NC=1C2=C(C=NC1)C=NN2COCC[Si](C)(C)C)=O)C=2C=CC1=C(N=C(S1)N1CCN(CC1)C)C2 2-((2R,5S)-5-methyl-2-(2-(4-methylpiperazin-1-yl)benzo[d]thiazol-5-yl)piperidin-1-yl)-2-oxo-N-(1-((2-(trimethylsilyl)ethoxy)methyl)-1H-pyrazolo[4,3-c]pyridin-7-yl)acetamide